FC1=C(C=CC=C1)C1=NCC(NC=2SC=3CC(CC3C12)C(=O)OC)=O methyl 13-(2-fluorophenyl)-10-oxo-7-thia-9,12-diazatricyclo[6.5.0.02,6]trideca-1(8),2(6),12-triene-4-carboxylate